2-butyloctyl 6-(2-(dodecanoyloxy) ethyl)-3-ethyl-12-hexyl-10-oxo-9,11-dioxa-3,6-diazahexadecane-16-carboxylate C(CCCCCCCCCCC)(=O)OCCN(CCN(CC)CC)CCOC(OC(CCCCC(=O)OCC(CCCCCC)CCCC)CCCCCC)=O